[Ni].N1=CC=C(C=C1)C=1C2=CC=C(N2)C(=C2C=CC(C(=C3C=CC(=C(C=4C=CC1N4)C4=CC=NC=C4)N3)C3=CC=NC=C3)=N2)C2=CC=NC=C2 5,10,15,20-tetra(4-pyridyl)porphyrin nickel